C[Si](CCSC1=CC=CC=N1)(C)C 6-((2-(trimethylsilyl)ethyl)thio)pyridine